CC1=NC=C(C(=C1)C1=CC=2N(C=C1)N=C(C2)NC2=NN(C=C2)C)OC[C@@H]2CNCCO2 5-[2-methyl-5-[[(2S)-morpholin-2-yl]methoxy]-4-pyridyl]-N-(1-methylpyrazol-3-yl)pyrazolo[1,5-a]pyridin-2-amine